CCCNS(=O)(=O)NC1=C(C(=NC=N1)OCCOC2=NC=C(C=N2)Br)C3=CC=C(C=C3)Br The molecule is a member of the class of sulfamides in which the two amino groups of sulfonamide are substituted by 5-(4-bromophenyl)-6-{2-[(5-bromopyrimidin-2-yl)oxy]ethoxy}pyrimidin-4-yl and propyl groups. An orphan drug used for the treatment of pulmonary arterial hypertension. It has a role as an endothelin receptor antagonist, an antihypertensive agent and an orphan drug. It is an organobromine compound, a member of pyrimidines, an aromatic ether, a ring assembly and a member of sulfamides. It derives from an ethylene glycol and an ACT-132577.